4-(1-(4-(trifluoromethoxy)phenyl)-1H-1,2,4-triazol-3-yl)-3,6-dihydropyridin FC(OC1=CC=C(C=C1)N1N=C(N=C1)C=1CC=NCC1)(F)F